C(CCCCCCC)OC1=CC=C(C=C1)C1=CC=C(C=C1)C#N 4'-(octyloxy)-[1,1'-biphenyl]-4-carbonitrile